C(C)(=O)OC[C@]1(C[C@H]2[C@@H](OC(OC(OC2)(C(C)C)C(C)C)(C(C)C)C(C)C)[C@H]1O)N1C(NC(C=C1)=O)=O ((6aR,8S,9S,9aR)-8-(2,4-Dioxo-3,4-dihydropyrimidin-1(2H)-yl)-9-hydroxy-2,2,4,4-tetraisopropylhexahydrocyclopenta[f][1,3,5]trioxocin-8-yl)methyl acetate